3-bromo-N-methyl-5-(methylamino)benzenesulfonamide BrC=1C=C(C=C(C1)NC)S(=O)(=O)NC